COC=1C=C2CCN(C(C2=CC1OC)C1=CC=C(C=C1)[N+](=O)[O-])C(=O)C1=CC=C(C=C1)\C=C\C1=CC=CC=C1 (E)-(6,7-dimethoxy-1-(p-nitrophenyl)-3,4-dihydroisoquinolin-2(1H)-yl)(4-styrylphenyl)methanone